BrC1=CC(=C(C(=O)NCC(F)(F)F)C(=C1)F)OC(F)F 4-bromo-2-(difluoromethoxy)-6-fluoro-N-(2,2,2-trifluoroethyl)benzamide